C(#N)C=1C=C(C(=O)O)C=C(C1O)C#N 3,5-dicyano-4-hydroxybenzoic acid